N,N,N',N'-tetrakis(3-methylphenyl)-1,3-diaminobenzene CC=1C=C(C=CC1)N(C1=CC(=CC=C1)N(C1=CC(=CC=C1)C)C1=CC(=CC=C1)C)C1=CC(=CC=C1)C